CC(C)CCCCCCCCCCCCCC(=O)O The molecule is a branched-chain saturated fatty acid comprising hexadecanoic (palmitic) acid substituted at position 15 by a methyl group. It is a branched-chain saturated fatty acid, a long-chain fatty acid and a methyl-branched fatty acid. It is a conjugate acid of an isoheptadecanoate.